FC=1C=C(C=CC1)C=1C=CC(=NC1)/C=C/[C@H]1[C@H]2[C@H](C[C@H]3C(O[C@@H]([C@@H]13)C)=O)C[C@@H](CC2)NC([O-])=O N-[(3R,3aS,4S,4aR,7R,8aR,9aR)-4-[(E)-2-[5-(3-Fluorophenyl)-2-pyridyl]vinyl]-3-methyl-1-oxo-3a,4,4a,5,6,7,8,8a,9,9a-decahydro-3H-benzo[f]isobenzofuran-7-yl]carbamat